9-chloro-2-(ethylamino)-4-(4-(piperazin-1-yl)phenyl)-10H-chromeno[3,2-b]pyridin-10-one ClC=1C=2C(C3=NC(=CC(=C3OC2C=CC1)C1=CC=C(C=C1)N1CCNCC1)NCC)=O